ClC1=NC2=NC(=C(N=C2C(=N1)C1=CCCCC1)C)C 2-chloro-4-(cyclohex-1-en-1-yl)-6,7-dimethylpteridine